6-Chloro-3-((4-hydroxy-1-(1-methylcyclopropane-1-carbonyl)piperidin-4-yl)methyl)-7-(4-(morpholin-3-yl)phenyl)-3,7-dihydro-4H-pyrrolo[2,3-d]pyrimidin-4-one ClC1=CC2=C(N=CN(C2=O)CC2(CCN(CC2)C(=O)C2(CC2)C)O)N1C1=CC=C(C=C1)C1NCCOC1